NC1=C(C(=O)O)C=C(C(=C1)Br)N[C@@H]1[C@@H](CN(CC1)C(=O)OC(C)(C)C)F |r| cis-rac-2-amino-4-bromo-5-(((3R,4S)-1-(tert-butoxycarbonyl)-3-fluoropiperidin-4-yl)amino)benzoic acid